6-hydroxy-6-(((4-methoxybenzyl)oxy)methyl)-2H-pyran-3(6H)-one OC1(C=CC(CO1)=O)COCC1=CC=C(C=C1)OC